(S)-1-amino-4-(benzyl-(methyl)amino)bicyclo[2.2.2]octan-2-ol NC12[C@H](CC(CC1)(CC2)N(C)CC2=CC=CC=C2)O